ClC1(C(C1)C(=O)O)Cl 2,2-dichlorocyclopropanecarboxylic acid